(1s,4s)-4-((2-Chloro-5-((2-(morpholinomethyl)thiazol-4-yl)ethynyl)pyridin-4-yl)amino)cyclohexan-1-ol ClC1=NC=C(C(=C1)NC1CCC(CC1)O)C#CC=1N=C(SC1)CN1CCOCC1